1-(4-iodophenyl)ethanone IC1=CC=C(C=C1)C(C)=O